copper selenide telluride [Cu](=[Se])=[Te]